2'-chloro-6-methyl-5'-vinyl-(4,4'-bipyridine)-3-carboxylic Acid ClC1=NC=C(C(=C1)C1=C(C=NC(=C1)C)C(=O)O)C=C